CC1=CC=NC=2N=CN=CC21 5-methylpyridino[2,3-d]pyrimidin